m-Methylanisole CC=1C=C(C=CC1)OC